FC=1C=CC=C2OC=3CCCCC3C(C12)=O 8-fluoro-1,2,3,4-tetrahydro-9H-xanthen-9-one